(Ethane-1,2-diylbis(oxy))bis(ethane-2,1-diyl)bis(3-(3-(tert-butyl)-4-hydroxy-5-methylphenyl)propanoate) C(COCCC(C(=O)[O-])CC1=CC(=C(C(=C1)C)O)C(C)(C)C)OCCC(C(=O)[O-])CC1=CC(=C(C(=C1)C)O)C(C)(C)C